C(CCCCCCC)OCCN 2-Octyloxyethylamin